2-(1-{4-[7-(aminocarbonyl)-2H-indazole-2-yl]benzyl}pyrrolidinium-3-yl)pyridinium NC(=O)C1=CC=CC2=CN(N=C12)C1=CC=C(C[NH+]2CC(CC2)C2=[NH+]C=CC=C2)C=C1